2,4-dimethylhex-1-ene CC(=C)CC(CC)C